CN(CCOC=1C=CC(=C(C(=O)N[C@H](C)C2=CC(=CC(=C2)C=2C=NC(=CC2)N2CCOCC2)C=2C=NN(C2)C)C1)C)C (R)-5-(2-(dimethylamino)ethoxy)-2-methyl-N-(1-(3-(1-methyl-1H-pyrazol-4-yl)-5-(6-morpholinopyridin-3-yl)phenyl)ethyl)benzamide